3-(4-methylpiperidin-1-yl)-3-benzylurea CC1CCN(CC1)N(C(N)=O)CC1=CC=CC=C1